Tert-butyl 9-(7-bromoquinoxalin-2-yl)-3,9-diazaspiro[5.5]undecane-3-carboxylate BrC1=CC=C2N=CC(=NC2=C1)N1CCC2(CCN(CC2)C(=O)OC(C)(C)C)CC1